(R)-3-(1-(5-chloro-4-fluoro-2-(methylthio)-8,9-dihydro-10H-7-oxa-1,3,6,10-tetraazacyclohepta[de]naphthalen-10-yl)ethyl)-N,N-bis(4-methoxybenzyl)pyridin-2-amine ClC1=C(C=2N=C(N=C3C2C(=N1)OCCN3[C@H](C)C=3C(=NC=CC3)N(CC3=CC=C(C=C3)OC)CC3=CC=C(C=C3)OC)SC)F